ClC=1C=CC(=C(C1)C1=CC2=C(C(N(C=C2C2=CC(N(C=C2OC2=C(C=CC=C2C)C)C)=O)C)=O)N1)C 2-(5-chloro-2-methylphenyl)-4-(5-(2,6-dimethylphenoxy)-1-methyl-2-oxo-1,2-dihydropyridin-4-yl)-6-methyl-1,6-dihydro-7H-pyrrolo[2,3-c]pyridin-7-one